ClC=1C(=NC(=C(C1)C#N)N1C[C@@H](C([C@@H](C1)C)(F)F)C)NC=1C=C2C=C(C(N(C2=CC1)CC1COC1)=O)OCC(=O)OC Methyl 2-[[6-[[3-chloro-5-cyano-6-[(3S,5R)-4,4-difluoro-3,5-dimethyl-1-piperidyl]-2-pyridyl] amino]-1-(oxetan-3-ylmethyl)-2-oxo-3-quinolyl]oxy]acetate